4-[4-benzyloxy-1-(4-fluoro-3-methoxy-phenyl)-2-(2-hydroxy-1,1-dimethyl-ethyl)indol-3-yl]benzoic acid C(C1=CC=CC=C1)OC1=C2C(=C(N(C2=CC=C1)C1=CC(=C(C=C1)F)OC)C(CO)(C)C)C1=CC=C(C(=O)O)C=C1